ClC1=NN=C(C2=CC=CC=C12)N[C@@H](C)C1=NC=CC=C1 (S)-4-chloro-N-(1-(pyridin-2-yl)ethyl)phthalazine-1-amine